(E)-4-((3-(4-(dimethylamino)but-2-enamido)-3-methylpiperidin-1-yl)methyl)-N-(4-(4-morpholino-7H-pyrrolo[2,3-d]pyrimidin-6-yl)phenyl)picolinamide CN(C/C=C/C(=O)NC1(CN(CCC1)CC1=CC(=NC=C1)C(=O)NC1=CC=C(C=C1)C1=CC2=C(N=CN=C2N2CCOCC2)N1)C)C